O1C(=C(C=C1)C(=O)O)C(=O)O.C(CCC)(N)N butanediamine furandicarboxylic acid salt